FC1=C(C=CC(=C1C)OC1=CC2=C(N(C=N2)C)C=C1)NC=1C2=C(N=CN1)C=CC(=N2)C2C[C@H](N([C@H](C2)C)C(C=C)=O)C 1-((2R,4SR,6S)-4-(4-((2-fluoro-3-methyl-4-((1-methyl-1H-benzo[d]imidazol-5-yl)oxy)phenyl)amino)pyrido[3,2-d]pyrimidin-6-yl)-2,6-dimethylpiperidin-1-yl)prop-2-en-1-one